FC1=CC=C(\C=C\2/CCN3C2=NC=2C=C(C(=CC2C3=O)OC)OC)C=C1 (E)-3-(4-fluorobenzylidene)-6,7-dimethoxy-2,3-dihydropyrrolo[2,1-b]quinazolin-9(1H)-one